(R)-Benzyl 3-((tert-Butoxycarbonyl)((R)-2-hydroxy-3-(3-(methylsulfonyl)phenoxy)propyl)amino)-1-oxa-8-azaspiro[4.5]decane-8-carboxylate C(C)(C)(C)OC(=O)N([C@H]1COC2(C1)CCN(CC2)C(=O)OCC2=CC=CC=C2)C[C@H](COC2=CC(=CC=C2)S(=O)(=O)C)O